tert-butyl-(4RS)-4-methyl-2-[4-(trifluoromethyl)phenyl]-6,7-dihydropyrazolo[1,5-a]pyrazine C(C)(C)(C)C=1C(=NN2C1C(=NCC2)C)C2=CC=C(C=C2)C(F)(F)F